O=C1NC(CCC1N1C(C2=CC=C(C=C2C1=O)NS(=O)(=O)C1=CC=C(C=C1)C1=CC=CC=C1)=O)=O N-(2-(2,6-dioxopiperidin-3-yl)-1,3-dioxoisoindolin-5-yl)(1,1'-biphenyl)-4-sulfonamide